C(C1CO1)OC(CCC)[Si](OCCCC)(OCCCC)OCCCC α-Glycidoxybutyltributoxysilan